tert-butyl (R)-3-((2-methoxyethyl)(pent-4-en-1-yl)amino)pyrrolidine-1-carboxylate COCCN([C@H]1CN(CC1)C(=O)OC(C)(C)C)CCCC=C